NC1=C(C=2C(=NC=C(C2S1)F)C=1C2=C(C=3C(=NC(=NC3C1F)OC[C@H](C)N1CCOCC1)N1C3CNCC1CC3)COC2)C#N 2-Amino-4-[1-(3,8-diazabicyclo[3.2.1]octan-8-yl)-5-fluoro-3-[(2S)-2-morpholinopropoxy]-7,9-dihydrofuro[3,4-f]quinazolin-6-yl]-7-fluoro-thieno[3,2-c]pyridine-3-carbonitrile